C(C)(C)(C)N(C(O)=O)C1CCC(CC1)N1CCN(CC1)C(C)=S.C(=C)[Si](OC)(OC)OC vinyl-trimethoxysilane tert-butyl-((1r,4r)-4-(4-ethanethioylpiperazin-1-yl)cyclohexyl)carbamate